OC1CN(CC1)CC=1C(=NNC1)C 4-((3-hydroxypyrrolidin-1-yl)methyl)-3-methyl-1H-pyrazole